(2S)-3-amino-2-(benzyloxycarbonylamino)propionic acid NC[C@@H](C(=O)O)NC(=O)OCC1=CC=CC=C1